3-(2-amino-[1,2,4]triazolo[1,5-a]pyridin-7-yl)-6-chloro-2-fluorobenzoic acid methyl ester COC(C1=C(C(=CC=C1Cl)C1=CC=2N(C=C1)N=C(N2)N)F)=O